2,2-difluoro-2-(4-methoxyphenyl)-N'-(pyridine-2-yl)acethydrazide FC(C(=O)NNC1=NC=CC=C1)(C1=CC=C(C=C1)OC)F